(dimethylolamine) butyrate C(CCC)(=O)O.C(O)NCO